COC(=O)C(C)C(CS(=O)(=O)O)S(=O)(=O)O.NC=1C=C(OC2=CC(=CC=C2)OC2=CC(=CC=C2)N)C=CC1 1,3-bis(3-aminophenoxy)benzene 1-methoxycarbonylethyl-1,2-ethanedisulfonate